NC1=C(C=2C(=NC=C(C2S1)F)C=1C2=C(C=3C=NC(=NC3C1F)N1C[C@H]([C@@H](C1)N1CCN(CC1)C)O)COC2)C#N 2-Amino-7-fluoro-4-(5-fluoro-3-((3R,4R)-3-hydroxy-4-(4-methylpiperazin-1-yl)pyrrolidin-1-yl)-7,9-dihydrofuro[3,4-f]quinazolin-6-yl)thieno[3,2-c]pyridine-3-carbonitrile